N1-(1-(4-fluorobenzyl)piperidin-4-yl)-N3-(2-(4-methoxyphenyl)quinolin-4-yl)propane-1,3-diamine FC1=CC=C(CN2CCC(CC2)NCCCNC2=CC(=NC3=CC=CC=C23)C2=CC=C(C=C2)OC)C=C1